FC(C1=C(C=CC=C1C1=NC=C(C=C1)C=O)NC=1N=C2N(N=CC=C2NC)C1C(=O)N[C@H]1[C@H](C1)F)F {[2-(difluoromethyl)-3-(5-formylpyridin-2-yl)phenyl]amino}-N-[(1R,2S)-2-fluorocyclopropyl]-8-(methylamino)imidazo[1,2-b]pyridazine-3-carboxamide